BrCCCC=1C=CC=C2C=CNC12 7-(3-bromopropyl)-1H-indole